C(=O)[O-].C(=O)[O-].[Mg+2].C1=CC=CC1.C1=CC=CC1 dicyclopentadiene magnesium diformate